COC1=CC=C(CN[C@@H]2CN[C@@H](C2)COC)C=C1 (2R,3S,5S)-3-((4-methoxybenzyl)amino)-5-(methoxymethyl)pyrrolidine